3-methylpropyl-methyldiethoxysilane CCCC[Si](OCC)(OCC)C